C(C=1OC(C(N1)C1=CC=CC=C1)C1=CC=CC=C1)C=1OC(C(N1)C1=CC=CC=C1)C1=CC=CC=C1 methylenebis(4,5-diphenyl-2-oxazoline)